Cl.BrC=1C=CC(=C([NH2+]C)C1)C 5-bromo-N,2-dimethylanilinium hydrochloride